C(C)(C)(C)N1C[C@@H]([C@@H](CC1)NC1=C2C=C(N(C2=CC=C1)CC(F)(F)F)I)F |r| rac-N-[(3S,4R)-1-tert-butyl-3-fluoro-4-piperidyl]-2-iodo-1-(2,2,2-trifluoroethyl)indol-4-ylamine